N1(N=CC=C1)CC1=C(C=C(C(=O)NS(=O)(=O)C2=C(C(=CC=C2OC)C2CC2)OC)C=C1)OC 4-((1H-pyrazol-1-yl)methyl)-N-((3-cyclopropyl-2,6-dimethoxyphenyl)sulfonyl)-3-methoxybenzamide